BrCC(=O)NC1=C(C(=C(C=C1)OC)OC)OC 2-bromo-N-(2,3,4-trimethoxyphenyl)acetamide